[Si](C)(C)(C(C)(C)C)OCCOC1=CC(=NC=C1)CC1(C2=C(N=C(N1)NC)N(C=C2C=2C=C1C=C(C=NC1=CC2)OCC2=CC=C(C=C2)OC)S(=O)(=O)CC2=CC=CC=C2)N 4-((4-(2-((tert-butyldimethylsilyl)oxy)ethoxy)pyridin-2-yl)methyl)-5-(3-((4-methoxybenzyl)oxy)quinolin-6-yl)-N2-methyl-7-toluenesulfonyl-7H-pyrrolo[2,3-d]pyrimidine-2,4-diamine